(2r,5s)-2-(2-(4-bromophenyl)-4-(4-fluorophenyl)oxazol-5-yl)-5-methyl-3-(2-(2-oxoindolin-5-yl)ethyl)oxazolid BrC1=CC=C(C=C1)C=1OC(=C(N1)C1=CC=C(C=C1)F)[C-]1OC(=CN1CCC=1C=C2CC(NC2=CC1)=O)C